5-(cyclopropylamino)pyridine-3-sulfonyl chloride C1(CC1)NC=1C=C(C=NC1)S(=O)(=O)Cl